1-methyl-4-isopropylcyclohexadiene CC1=CC=C(CC1)C(C)C